ClCC1=C(C=CC=C1)/C(/C(=O)OC)=C\OC methyl (E)-2-(2-(chloromethyl) phenyl)-3-methoxypropenoate